ruthenium bistert-butoxide CC(C)(C)[O-].CC(C)(C)[O-].[Ru+2]